CS(=O)(=O)C1=CC=C(C=C1)[C@H]([C@@H](C(=O)O)N)O (2s,3r)-3-[p-(methylsulfonyl)phenyl]-3-hydroxy-2-amino-propionic acid